N1=C(C=CC2=CC=CC=C12)C=1C(=C2C(=NN=NC2=CC1)C=1N=NC2=CC=CC=C2C1)C1=NC=CC2=CC=CC=C12 (quinolinyl)(isoquinolinyl)(cinnolinyl)(azaquinazoline)